(1R,3S,4S)-N-(3-bromopropyl)-N-(3-chloro-4-fluorophenyl)-2-(6-methyl-4-(trifluoromethyl)pyridin-2-yl)-2-azabicyclo[2.2.1]heptane-3-carboxamide BrCCCN(C(=O)[C@H]1N([C@@H]2CC[C@H]1C2)C2=NC(=CC(=C2)C(F)(F)F)C)C2=CC(=C(C=C2)F)Cl